5-(Quinolin-2-yl)-4-(thiophen-2-ylmethyl)-2,4-dihydro-3H-1,2,4-triazole-3-thione N1=C(C=CC2=CC=CC=C12)C=1N(C(NN1)=S)CC=1SC=CC1